BrC1=C(C=C(OC2CCC(CC2)C(=O)OC)C=C1)C(F)(F)F methyl (1r,4r)-4-(4-bromo-3-(trifluoromethyl)phenoxy)cyclohexane-1-carboxylate